((2-amino-6-(trifluoromethyl) phenyl) amino) piperidine-1-carboxylate N1(CCCCC1)C(=O)ONC1=C(C=CC=C1C(F)(F)F)N